ClC=1C=C(C=CC1Cl)C=1N=C(SC1)N1N=C(C(=C1C(=O)O)CC1=C(C=CC=C1)S(=O)(=O)C)C 1-(4-(3,4-dichlorophenyl)thiazol-2-yl)-3-methyl-4-(2-(methylsulfonyl)benzyl)-1H-pyrazole-5-carboxylic acid